C(C1=CC=CC=C1)N1C[C@H](N(C[C@@H]1C)C(=O)[O-])COC (2s,5s)-4-benzyl-2-(methoxymethyl)-5-methylpiperazine-1-carboxylate